N-(6-(6-chloro-4-methylpyridin-3-yl)benzo[d]thiazol-2-yl)-2-fluorocyclopropane-1-carboxamide ClC1=CC(=C(C=N1)C1=CC2=C(N=C(S2)NC(=O)C2C(C2)F)C=C1)C